(R)-N-((3-chloro-2,4-difluorophenyl)(5-chloro-6-cyclopropylpyridin-3-yl)methyl)-2-methylpropan-2-sulfinamide ClC=1C(=C(C=CC1F)C(N[S@](=O)C(C)(C)C)C=1C=NC(=C(C1)Cl)C1CC1)F